(R)-2-(6-chloro-4-((piperidin-3-yl)amino)phthalazin-1-yl)-5-methylphenol ClC=1C=C2C(=NN=C(C2=CC1)C1=C(C=C(C=C1)C)O)N[C@H]1CNCCC1